5-(4-formylpiperidin-1-yl)-N-[(1r,4r)-4-(3-chloro-4-cyanophenoxy)cyclohexyl]pyrazine-2-carboxamide C(=O)C1CCN(CC1)C=1N=CC(=NC1)C(=O)NC1CCC(CC1)OC1=CC(=C(C=C1)C#N)Cl